3-phenylmaleimide C1(=CC=CC=C1)C1=CC(=O)NC1=O